1,2-bis(3,5-di-t-butyl-4-hydroxyhydrocinnamoyl)hydrazine C(C)(C)(C)C=1C=C(CCC(=O)NNC(CCC2=CC(=C(C(=C2)C(C)(C)C)O)C(C)(C)C)=O)C=C(C1O)C(C)(C)C